(S)-2-(methylsulfinyl)naphthalene C[S@](=O)C1=CC2=CC=CC=C2C=C1